FC1=CC=C(C=N1)C=1N=NN2C1COCC2 3-(6-Fluoropyridin-3-yl)-6,7-dihydro-4H-[1,2,3]triazolo[5,1-c][1,4]oxazine